C1=CC=C(C=C1)COC2=C(C=C(C=C2)C(=O)CBr)[N+](=O)[O-] 4-benzyloxy-3-nitro-alpha-bromoacetophenone